2,4-dimethylbenzyl alcohol CC1=C(CO)C=CC(=C1)C